lithium styrenesulphonate 2-(4-Hydroxybenzoyloxy)Ethyl-Methacrylate OC1=CC=C(C(=O)OCCOC(C(=C)C)=O)C=C1.C(=CC1=CC=CC=C1)S(=O)(=O)[O-].[Li+]